(R)-4-((8-(1-propenylpiperidin-4-yl)-7-ethyl-5-methyl-6-oxo-5,6,7,8-tetrahydropteridin-2-yl)amino)-N-isobutyl-3-methoxybenzamide C(=CC)N1CCC(CC1)N1[C@@H](C(N(C=2C=NC(=NC12)NC1=C(C=C(C(=O)NCC(C)C)C=C1)OC)C)=O)CC